tert-Butyl (1R,5S)-3-(2-chloroethyl)-3,8-diazabicyclo[3.2.1]octane-8-carboxylate ClCCN1C[C@H]2CC[C@@H](C1)N2C(=O)OC(C)(C)C